(2-methylquinoline-5-sulfonyl)oxolane CC1=NC=2C=CC=C(C2C=C1)S(=O)(=O)C1OCCC1